O=C(CCOCCC)N1CC=2N(CC1)C1=C(C2)C=C(C=N1)N1CCNCC1 1-(3-oxo-3-(3-(piperazin-1-yl)-8,9-dihydropyrido[3',2':4,5]pyrrolo[1,2-a]pyrazin-7(6H)-yl)propoxy)propan